BrC1=CC=C(C=N1)N1C(C2=CC(=C(C=C2C(=N1)C1=CC=C(C=C1)Cl)C)C)=O 2-(6-bromo-3-pyridyl)-4-(4-chlorophenyl)-6,7-dimethyl-phthalazin-1-one